C(C)(C)(C)OC(=O)NC1=C(C=CC=C1)NC(=O)C1=CC=C(C=C1)CC(=O)O 2-(4-((2-((tert-Butoxycarbonyl)amino)phenyl)carbamoyl)phenyl)acetic acid